BrC1=CC=C2C(=C(NC2=C1)S(=O)(=O)C1=CC(=C(C=C1)OC)N1CCNCC1)C 6-bromo-2-((4-methoxy-3-(piperazin-1-yl)phenyl)sulfonyl)-3-methyl-1H-indole